tert-butyl N-{6-[(2R)-2-[(tert-butoxycarbonyl)amino]-3-(methylsulfanyl)propyl]-7-methylthieno[3,2-c]pyridazin-4-yl}-N-(thiophen-2-ylmethyl)carbamate C(C)(C)(C)OC(=O)N[C@H](CC1=C(C=2N=NC=C(C2S1)N(C(OC(C)(C)C)=O)CC=1SC=CC1)C)CSC